ClC1=C(C=CC(=C1)OC1=CC=CC=C1)C(=O)C1=CNC2=NC=C(C(=C21)NC2CCC(CC2)CO)F (2-chloro-4-phenoxyphenyl)(5-fluoro-4-(((1r,4r)-4-(hydroxymethyl)cyclohexyl)amino)-1H-pyrrolo[2,3-b]pyridin-3-yl)methanone